N[C@@H]1CN(CC[C@H]1F)C1=NC2=C(N1CC(=O)N1CC(CCC1)C(=O)N)C=C(C(=C2)F)F 1-(2-(2-((3r,4r)-3-amino-4-fluoropiperidin-1-yl)-5,6-difluoro-1H-benzo[d]imidazol-1-yl)acetyl)piperidine-3-carboxamide